C(C)(C)(C)OC(=O)NCC=1C=C(C=CC1)/C=C/C(=O)OC Methyl (E)-3-(3-(((tert-butoxycarbonyl)amino)methyl)phenyl)acrylate